(3-(4-(tert-butyl)-4,5-dihydro-oxazol-2-yl)-4'-vinyl-[1,1'-biphenyl]-4-yl)diphenyl-phosphine sulfide C(C)(C)(C)C1N=C(OC1)C=1C=C(C=CC1P(C1=CC=CC=C1)(C1=CC=CC=C1)=S)C1=CC=C(C=C1)C=C